trans-4-((3-(1-Cyclopropyl-1H-pyrazol-4-yl)phenyl)((trans-4-(4-methoxy-3-methylphenyl)cyclohexyl)methyl)carbamoyl)-cyclohexyl (3-(dimethylamino)propyl)carbamate CN(CCCNC(O[C@@H]1CC[C@H](CC1)C(N(C[C@@H]1CC[C@H](CC1)C1=CC(=C(C=C1)OC)C)C1=CC(=CC=C1)C=1C=NN(C1)C1CC1)=O)=O)C